(E)-3-(2,2-difluorobenzo[d][1,3]dioxol-5-yl)-1-(4-(2-(2-methoxyethoxy)pyrimidine-5-carbonyl)piperazin-1-yl)prop-2-en-1-one FC1(OC2=C(O1)C=CC(=C2)/C=C/C(=O)N2CCN(CC2)C(=O)C=2C=NC(=NC2)OCCOC)F